O=S1(CCC(CC1)C1=CC(=C(OC2=CC=C(C=C2)CCC2CCN(CC2)C(=O)OC(C)(C)C)C=C1)C=1C2=C(C(N(C1)C)=O)NC=C2)=O tert-butyl 4-[2-[4-[4-(1,1-dioxothian-4-yl)-2-(6-methyl-7-oxo-1H-pyrrolo[2,3-c]pyridin-4-yl)phenoxy]phenyl]ethyl]piperidine-1-carboxylate